N[C@@H]1C2=CC=CC=C2CC12CCN(CC2)C=2NC(C1=C(N2)NN=C1C(=C)C1=CN=CN1C)=O (S)-6-(1-amino-1,3-dihydro-spiro[inden-2,4'-piperidin]-1'-yl)-3-(1-(1-methyl-1H-imidazol-5-yl)vinyl)-1,5-dihydro-4H-pyrazolo[3,4-d]pyrimidin-4-one